Benzyl ((1R,2S)-3-((tert-butyldimethylsilyl)oxy)-1-hydroxy-1-((R)-2-oxocyclopentyl)-propan-2-yl)carbamate [Si](C)(C)(C(C)(C)C)OC[C@@H]([C@@H]([C@@H]1C(CCC1)=O)O)NC(OCC1=CC=CC=C1)=O